4-(2,2-Difluorovinyl)-6-methoxy-5-(methoxymethoxy)-1-benzothiophene-2-carboxylate FC(=CC1=C(C(=CC2=C1C=C(S2)C(=O)[O-])OC)OCOC)F